2-(1-acryloyl-4-(7-(7-fluoro-2-oxo-3,4-dihydroquinolin-1(2H)-yl)-2-((1-methylpyrrolidin-2-yl)methoxy)-5,6,7,8-tetrahydroquinazolin-4-yl)piperazin-2-yl)acetonitrile C(C=C)(=O)N1C(CN(CC1)C1=NC(=NC=2CC(CCC12)N1C(CCC2=CC=C(C=C12)F)=O)OCC1N(CCC1)C)CC#N